(5E)-4-hydroxy-6,10-dimethyl-undec-5,9-dien-2-one OC(CC(C)=O)\C=C(\CCC=C(C)C)/C